3-(5-(4-((6,6-dimethyl-3-azabicyclo[3.1.0]hexan-3-yl)methyl)-3-fluoropyridin-2-yl)-1-oxoisoindolin-2-yl)piperidine-2,6-dione CC1(C2CN(CC12)CC1=C(C(=NC=C1)C=1C=C2CN(C(C2=CC1)=O)C1C(NC(CC1)=O)=O)F)C